methyl-benzyltoluene CC(C1=CC=CC=C1)CC1=CC=CC=C1